phenoxyacetophenone O(C1=CC=CC=C1)CC(=O)C1=CC=CC=C1